[Si](C1=CC=CC=C1)(C1=CC=CC=C1)(C(C)(C)C)OCCCC[C@@H](C)OC1=C(C=CC(=C1)C)S(=O)(=O)NCCCO (R)-2-((6-((tert-butyldiphenylsilyl)oxy)hexan-2-yl)oxy)-N-(3-hydroxypropyl)-4-methylbenzenesulfonamide